2-chloro-N-((3R,6S)-6-methylpiperidin-3-yl)-7H-pyrrolo[2,3-d]pyrimidin-4-amine ClC=1N=C(C2=C(N1)NC=C2)N[C@H]2CN[C@H](CC2)C